C1C2BOC3=C(C21)C=CC=C3C(=O)O 1,1a,2,7b-tetrahydrocyclopropa[c][1,2]benzoxaborinine-4-carboxylic acid